N-(pyridin-2-yl)hydroxyamine N1=C(C=CC=C1)NO